C1=CC=C2C(=O)C=CC(=O)C2=C1 The molecule is the parent structure of the family of 1,4-naphthoquinones, in which the oxo groups of the quinone moiety are at positions 1 and 4 of the naphthalene ring. Derivatives have pharmacological properties. It derives from a hydride of a naphthalene.